3-(4-(((4-((4,4-difluoropiperidin-1-yl)methyl)-3-fluorophenyl)(methyl)amino)methyl)-3-methyl-2-oxo-2,3-dihydro-1H-benzo[d]imidazol-1-yl)piperidine-2,6-dione FC1(CCN(CC1)CC1=C(C=C(C=C1)N(C)CC1=CC=CC=2N(C(N(C21)C)=O)C2C(NC(CC2)=O)=O)F)F